C(C)(=O)N1C(C2=CC=C(C=C2C1)S(=O)(=O)C1CC1)C(=O)NC1=CC=C(C=C1)C(C(F)(F)F)(C(F)(F)F)O 2-Acetyl-5-(cyclopropylsulfonyl)-N-[4-(1,1,1,3,3,3-hexafluoro-2-hydroxypropan-2-yl)phenyl]-2,3-dihydro-1H-isoindol-1-carboxamid